(2R,6R)-4-({2-fluoro-6-[(6-fluoropyridin-3-yl)oxy]phenyl}methyl)-6-methyl-1-(2-methylpropanoyl)-N-{[4-(pyrimidin-2-yl)phenyl]methyl}piperazine-2-carboxamide FC1=C(C(=CC=C1)OC=1C=NC(=CC1)F)CN1C[C@@H](N([C@@H](C1)C)C(C(C)C)=O)C(=O)NCC1=CC=C(C=C1)C1=NC=CC=N1